FC([C@@H]1CC[C@H](CC1)C1=NN=C(C2=CC=CC=C12)NCC1(COCC1)O)(F)F trans-3-(((4-(4-(trifluoromethyl)cyclohexyl)phthalazin-1-yl)amino)methyl)tetrahydrofuran-3-ol